3-amino-2,6-dichloro-N-((3R,4S)-4-hydroxytetrahydrofuran-3-yl)isonicotinamide NC1=C(C(=O)N[C@@H]2COC[C@H]2O)C=C(N=C1Cl)Cl